FC(C1=NN2C(=NC(=CC2=N1)NC(C)=O)C=1OC=CC1)F N-[2-(difluoromethyl)-5-(furan-2-yl)-[1,2,4]triazolo[1,5-c]pyrimidin-7-yl]acetamide